I.CN methylamine hydriodic acid salt